7-((1-Acryloyl-3-(3-chloro-2-methylphenyl)pyrrolidin-3-yl)amino)-2-(2,2,2-trifluoroethyl)isoquinolin-1(2H)-one C(C=C)(=O)N1CC(CC1)(C1=C(C(=CC=C1)Cl)C)NC1=CC=C2C=CN(C(C2=C1)=O)CC(F)(F)F